ClC1=C(OCCCN2C3=C(N(CCC2)C(=O)C2=CC=C(C=C2)NC(=O)C=2C(=CC=CC2)C2=CC=CC=C2)C=CC=C3)C=CC=C1 N-(4-(5-(3-(2-chlorophenoxy)propyl)-2,3,4,5-tetrahydro-1H-benzo[b][1,4]diazepine-1-Carbonyl)phenyl)-[1,1'-biphenyl]-2-carboxamide